N-(2-Diethylamino-6-fluoro-4-oxo-4H-quinazolin-3-yl)-2-(3,5-difluoro-phenyl)-acetamide C(C)N(C1=NC2=CC=C(C=C2C(N1NC(CC1=CC(=CC(=C1)F)F)=O)=O)F)CC